4-chloro-1,3-dimethyl-N-[2-(1-methylpyrrolidin-2-yl)imidazo[1,2-a]pyridin-6-yl]-1H-pyrazolo[3,4-b]pyridine-5-carboxamide ClC1=C2C(=NC=C1C(=O)NC=1C=CC=3N(C1)C=C(N3)C3N(CCC3)C)N(N=C2C)C